(S)-quinuclidin-3-yl (5-(2,4-difluorophenyl)-2,2-dimethyl-2,3-dihydro-1H-inden-1-yl)carbamat FC1=C(C=CC(=C1)F)C=1C=C2CC(C(C2=CC1)NC(O[C@@H]1CN2CCC1CC2)=O)(C)C